(2S,3R,4R,5S)-N-(3-carbamoyl-4-fluorophenyl)-3-(2-(difluoromethoxy)-3,4-difluorophenyl)-4,5-dimethyl-5-(trifluoromethyl)tetrahydrofuran-2-carboxamide C(N)(=O)C=1C=C(C=CC1F)NC(=O)[C@H]1O[C@@]([C@@H]([C@@H]1C1=C(C(=C(C=C1)F)F)OC(F)F)C)(C(F)(F)F)C